C(C)(C)(C)N1NC=C(C(=C1)Cl)OCC1=C(C=C(C=C1)OCCCF)C 2-(tert-butyl)-4-chloro-5-((4-(3-fluoropropoxy)-2-methylbenzyl)oxy)pyridazin